[Pd+4].P([O-])([O-])=O.P([O-])([O-])=O bisphosphonate palladium